5,5,11,11-tetrakis(hydroxymethyl)-7,9-dioxa-4,12-diaza-8-silapentadecane-1,15-disulfonic acid monosodium salt [Na+].OCC(NCCCS(=O)(=O)[O-])(CO[SiH2]OCC(NCCCS(=O)(=O)O)(CO)CO)CO